FC(CCCCOC(CCC(=O)O)OCCCCC(C(F)(F)F)(F)F)(C(F)(F)F)F 4,4-bis((5,5,6,6,6-pentafluorohexyl)oxy)butanoic acid